tert-butyl (2S,SR)-4-((1-(tert-butyl)-1H-tetrazol-5-yl)(4-fluorophenyl) methyl)-2,5-dimethylpiperazine-1-carboxylate C(C)(C)(C)N1N=NN=C1C(N1C[C@@H](N(C[C@@H]1C)C(=O)OC(C)(C)C)C)C1=CC=C(C=C1)F |&1:15|